[Na+].[Na+].[Na+].[Na+].O.C(CC)(=O)[O-].C(CC)(=O)[O-].C(CC)(=O)[O-].C(CC)(=O)[O-] propanoate hydrate tetrasodium